2-(1H-indol-3-yl)-N,N-dimethyl-ethylamine N1C=C(C2=CC=CC=C12)CCN(C)C